6-bromo-8-methylquinoline-2,4-diol BrC=1C=C2C(=CC(=NC2=C(C1)C)O)O